tricesium phosphate P(=O)([O-])([O-])[O-].[Cs+].[Cs+].[Cs+]